ClC1=CC(=C(CN2C(CC(CC2)CO)C2=CC=CC=C2)C=C1Cl)OC (1-(4,5-dichloro-2-methoxybenzyl)-2-phenylpiperidin-4-yl)methanol